BrC1=CC=C(C=C1)C(C)N1CCCC1 1-(1-(4-bromophenyl)ethyl)pyrrolidine